C1(C=CC(N1C#CC(=O)N)=O)=O maleimido-propynamide